C(C)(C)(C)C=1C=C(C(=O)NC=2C=NC(=C(C2)NCC=2C(=NC(=NC2)SC)NC)C)C=CC1 3-(t-butyl)-N-(6-methyl-5-(((4-(methylamino)-2-(methylthio)pyrimidin-5-yl)methyl)amino)pyridin-3-yl)benzamide